N1(N=NC=C1)CC=1C(=C(C(=O)Cl)C=CC1)F 3-((1H-1,2,3-triazol-1-yl)methyl)-2-fluorobenzoyl chloride